COC(=O)C1=CC(=C2C(=N1)N(C=C2)C)CNCC2CCC2 4-(((cyclobutylmethyl)amino)methyl)-1-methyl-1H-pyrrolo[2,3-b]pyridine-6-carboxylic acid methyl ester